ClC=1N=C(C2=C(N1)NC=C2)C2=CC=C(C=C2)CNCCCN2CCN(CC2)C 2-Chloro-4-{4-[(3-(4-methylpiperazin-1-yl)propyl)aminomethyl]phenyl}-7H-pyrrolo[2,3-d]pyrimidine